5,6-diethoxy-bicyclo[2.2.1]-2-heptene C(C)OC1C2C=CC(C1OCC)C2